3-oxobutanoic acid oxetan-3-yl ester O1CC(C1)OC(CC(C)=O)=O